FC=1C=C2C(CCOC2=CC1)=CC#N 2-(6-fluoro-chroman-4-ylidene)acetonitrile